N'-(((2S,5R)-2-fluoro-5-methyl-1,2,3,5,6,7-hexahydro-s-indacen-4-yl)carbamoyl)-6,7-dihydro-5H-pyrazolo[5,1-b][1,3]oxazine-3-sulfonimidamide F[C@H]1CC2=CC=3CC[C@H](C3C(=C2C1)NC(=O)N=S(=O)(N)C=1C=NN2C1OCCC2)C